N2,N2,N2',N2',N7,N7,N7',N7'-octakis(4-methoxyphenyl)-9,9'-spirobi[9H-fluorene]-2,2',7,7'-tetramine COC1=CC=C(C=C1)N(C1=CC=2C3(C4=CC(=CC=C4C2C=C1)N(C1=CC=C(C=C1)OC)C1=CC=C(C=C1)OC)C1=CC(=CC=C1C=1C=CC(=CC13)N(C1=CC=C(C=C1)OC)C1=CC=C(C=C1)OC)N(C1=CC=C(C=C1)OC)C1=CC=C(C=C1)OC)C1=CC=C(C=C1)OC